C(#N)CC(CN1CCN(CC1)C(=O)C1=C(C=C(C#N)C=C1)F)N1N=CC(=C1)C=1C2=C(N=CN1)NC=C2 4-[(4-{3-cyano-2-[4-(7H-pyrrolo-[2,3-d]pyrimidin-4-yl)-1H-pyrazol-1-yl]propyl}-piperazin-1-yl)-carbonyl]-3-fluorobenzonitrile